BrC1=C(C=C2C=NC(N(C2=C1F)CC1(CCCC1)N(C)C)SC)Cl 7-bromo-6-chloro-N-((1-(dimethylamino)cyclopentyl)methyl)-8-fluoro-2-(methylthio)quinazoline